ClC1=C(C=CC=C1F)C=1C(N(C(N(C1)CC(N1CCC(CC1)N1C(NC2=C(CC1)C=CC=C2)=O)=O)=O)CCSC)=O 5-(2-chloro-3-fluoro-phenyl)-3-(2-methylsulfanyl-ethyl)-1-{2-oxo-2-[4-(2-oxo-1,2,4,5-tetrahydro-benzo[d][1,3]diazepin-3-yl)-piperidin-1-yl]-ethyl}-1H-pyrimidine-2,4-dione